C(C)(C)N1CC2=CC=C(C=C2CC1)OC 2-isopropyl-6-methoxy-1,2,3,4-tetrahydroIsoquinoline